C(C)(=O)OC1C(OC(C1OC(C)=O)COC(C)=O)[N+]1=CC(=CC=C1)C(=O)OC=1C(=C2CC[C@](OC2=C(C1C)C)(CCC[C@@H](CCC[C@@H](CCCC(C)C)C)C)C)C 1-(3,4-diacetoxy-5-(acetoxymethyl)tetrahydrofuran-2-yl)-3-((((R)-2,5,7,8-tetramethyl-2-((4R,8R)-4,8,12-trimethyltridecyl)chroman-6-yl)oxy)carbonyl)pyridin-1-ium